4-(4-chlorophenoxy)-2-trifluoromethyl-benzoyl chloride ClC1=CC=C(OC2=CC(=C(C(=O)Cl)C=C2)C(F)(F)F)C=C1